CC1(C=2C=CC=NC2CCN1C(=O)OC(C)(C)C)C tert-butyl 5,5-dimethyl-7,8-dihydro-1,6-naphthyridine-6(5H)-carboxylate